[O-]P([O-])(=O)OP(=O)([O-])O.[K+].[K+].[K+] Trikalium pyrophosphat